N-((2-(2,6-dioxopiperidin-3-yl)-1-oxoisoindolin-5-yl)methyl)quinoline-4-carboxamide O=C1NC(CCC1N1C(C2=CC=C(C=C2C1)CNC(=O)C1=CC=NC2=CC=CC=C12)=O)=O